Cl.ClC1=C(C=CC(=C1)F)C(C1CCNCC1)(F)F 4-((2-chloro-4-fluorophenyl)difluoromethyl)piperidine hydrochloride